[7,7,12,16-tetramethyl-15-[(E)-5-oxo-5-phenylpent-3-en-2-yl]-6-pentacyclo[9.7.0.01,3.03,8.012,16]octadecanyl] acetate C(C)(=O)OC1CCC23CC24CCC2(C(CCC2(C4CCC3C1(C)C)C)C(C)\C=C\C(C1=CC=CC=C1)=O)C